N-(5-bromo-2-(3,4-dimethylpiperazin-1-yl)-4-fluorophenyl)-4-fluoro-2-(trifluoromethyl)benzamide BrC=1C(=CC(=C(C1)NC(C1=C(C=C(C=C1)F)C(F)(F)F)=O)N1CC(N(CC1)C)C)F